3-(3,5-difluorophenyl)imidazo[1,5-a]pyridine-8-carboxylic acid FC=1C=C(C=C(C1)F)C1=NC=C2N1C=CC=C2C(=O)O